C(C)(=O)N[C@H]([C@@H]([C@H](C=O)O)O)[C@H](O)C 4-acetamido-4,6-dideoxy-D-galactose